C[C@H]1[C@H](C1)C(=O)NC1=CC=C(N=N1)C(=O)N (E)-6-((1S,2R)-2-methylcyclopropane-1-carboxamido)pyridazine-3-carboxamide